C1(CC1)\C=C\1/[C@@H]2[C@H]([C@H]([C@H]1CC2)C(NC2=CC(=C(C=C2)F)C(F)(F)F)=O)NC(=O)C2=NN(C=C2OC)CCS(=O)(=O)C N-[(1r,2r,3s,4r,7z)-7-(cyclopropylmethylene)-3-{[4-fluoro-3-(trifluoromethyl)phenyl]carbamoyl}bicyclo[2.2.1]hept-2-yl]-1-(2-methylsulfonylethyl)-4-methoxy-1H-pyrazole-3-carboxamide